tert-butyl (1S,3R,5S)-3-{[(3-amino-6-methoxypyridin-2-yl)oxy]methyl}-2-azabicyclo[3.1.0]hexane-2-carboxylate NC=1C(=NC(=CC1)OC)OC[C@@H]1N([C@H]2C[C@H]2C1)C(=O)OC(C)(C)C